(1S,2R)-4-chloro-2,3-dihydro-1H-inden-1,2-diyl dicarbamate C(N)(O[C@@H]1[C@@H](CC2=C(C=CC=C12)Cl)OC(N)=O)=O